C(C)(C)(C)OC(=O)N(C/C(=C/C(=O)OC)/C)CC1=CC=C(C=C1)OC rac-methyl (E)-4-((tert-butoxycarbonyl)(4-methoxybenzyl)amino)-3-methylbut-2-enoate